5-((3-(trans-3-(4-(6-cyclopropylpyridin-2-yl)-1H-pyrazol-1-yl)cyclobutyl)propyl)amino)-2-(2,6-dioxopiperidin-3-yl)isoindoline-1,3-dione C1(CC1)C1=CC=CC(=N1)C=1C=NN(C1)[C@@H]1C[C@H](C1)CCCNC=1C=C2C(N(C(C2=CC1)=O)C1C(NC(CC1)=O)=O)=O